8-(N-(3-(dimethylamino)propyl)-8-((3-hexylnonyl)oxy)-8-oxooctanoylamino)-octadecenoic acid 2-hexyldecyl ester C(CCCCC)C(COC(C=CCCCCC(CCCCCCCCCC)N(CCCN(C)C)C(CCCCCCC(=O)OCCC(CCCCCC)CCCCCC)=O)=O)CCCCCCCC